CC=1C=C(C=C(C1OC(C(C)(C)C)=O)C)C1C(OC2=C1C=C(C=C2C(C)(C)C)C(C)(C)C)=O 3-(3,5-Dimethyl-4-pivaloyloxy-phenyl)-5,7-di-tert-butyl-benzofuran-2-on